C(C)(C)(C)C=1C=C2C=C(CC2=C(C1OC)C1=CC=C(C=C1)C(C)(C)C)C 5-Tert-butyl-7-(4-tert-butylphenyl)-6-methoxy-2-methylindene